BrCC1=NC(=NO1)C1=CC(=CC=C1)OC 5-(bromomethyl)-3-(3-methoxyphenyl)-1,2,4-oxadiazole